FC1(CN(C1)S(=O)(=O)N1C[C@H](CCC1)C(=O)N1[C@H](CCC1)C(=O)NCC1=CC=C(C=C1)C(F)(F)F)F 1-(((3S)-1-((3,3-difluoro-1-azetidinyl)sulfonyl)-3-piperidinyl)carbonyl)-N-(4-(trifluoromethyl)benzyl)-D-prolinamide